OC(C)(C)C1=CC(=NC(=C1)C(F)(F)F)O[C@H]1CC[C@H](CC1)N1CC(C1)(N1N=CC(=C1)C=1C2=C(N=CN1)NC=C2)CC#N {(cis-4-{[4-(1-hydroxy-1-methylethyl)-6-(trifluoromethyl)pyridin-2-yl]oxy}cyclohexyl)-3-[4-(7H-pyrrolo[2,3-d]pyrimidin-4-yl)-1H-pyrazol-1-yl]azetidin-3-yl}acetonitrile